1-[4-(cyclohexylsulfamoyl)phenyl]-3-(pyridin-3-ylmethyl)urea C1(CCCCC1)NS(=O)(=O)C1=CC=C(C=C1)NC(=O)NCC=1C=NC=CC1